(S)-2-((1H-pyrrolo[2,3-b]pyridin-5-yl)oxy)-4-(2-(2-(2-cyclopropylphenyl)pyrrolidin-1-yl)-7-azaspiro[3.5]nonan-7-yl)-N-((4-((2-morpholinoethyl)amino)-3-nitrophenyl)sulfonyl)benzamide N1C=CC=2C1=NC=C(C2)OC2=C(C(=O)NS(=O)(=O)C1=CC(=C(C=C1)NCCN1CCOCC1)[N+](=O)[O-])C=CC(=C2)N2CCC1(CC(C1)N1[C@@H](CCC1)C1=C(C=CC=C1)C1CC1)CC2